F[C@]1(CN(CC[C@H]1O)C1=NC=CC(=N1)NC=1N=CC2=C(C=CC(=C2C1)C(C)C)N(C(OC(C)(C)C)=O)C)C tert-butyl (3-((2-((3S,4R)-3-fluoro-4-hydroxy-3-methylpiperidin-1-yl)pyrimidin-4-yl)amino)-5-isopropylisoquinolin-8-yl)(methyl)carbamate